4-(4-(trifluoromethyl)-1H-imidazol-1-yl)benzofuran-2-carboxylic acid FC(C=1N=CN(C1)C1=CC=CC2=C1C=C(O2)C(=O)O)(F)F